O=CCCC(=O)O (2S,6R)-4-oxobutanoic acid